methyl-3,4-(methylenedioxy)-hydrocinnamaldehyde CC(C=O)CC1=CC2=C(C=C1)OCO2